(8R,9aS)-8-amino-2-((R)-1-((3,4-dichlorophenyl)sulfonyl)piperidin-3-yl)-5-phenethyloctahydro-1H-pyrrolo[1,2-a][1,4]diazepin-1-one N[C@@H]1C[C@@H]2N(C(CCN(C2=O)[C@H]2CN(CCC2)S(=O)(=O)C2=CC(=C(C=C2)Cl)Cl)CCC2=CC=CC=C2)C1